Cl.C1N(C[C@H]2CNCC[C@H]21)C2=CN=C1C(=N2)N(N=C1)CC(F)F |r| rac-6-[(3aR,7aR)-octahydro-1H-pyrrolo[3,4-c]pyridin-2-yl]-1-(2,2-difluoroethyl)-1H-pyrazolo[3,4-b]pyrazine hydrochloride